C(CCCCCCC\C=C/C\C=C/CCCCC)(=O)OCC(COC(OCCCN(CCN(C)C)C)=O)COC(CC12CC3CC(CC(C1)C3)C2)=O 13-((2-((3r,5r,7r)-adamantan-1-yl)acetoxy)methyl)-2,5-dimethyl-10-oxo-9,11-dioxa-2,5-diazatetradecan-14-yl (9Z,12Z)-octadeca-9,12-dienoate